N-(2-(piperidin-1-yl)ethyl)piperidine-4-carboxamide N1(CCCCC1)CCNC(=O)C1CCNCC1